methyl 2-(4-(4-benzylpiperazin-1-yl)bicyclo[2.2.2]octan-1-yl)-2H-indazole-6-carboxylate C(C1=CC=CC=C1)N1CCN(CC1)C12CCC(CC1)(CC2)N2N=C1C=C(C=CC1=C2)C(=O)OC